tri-methylammonium iodine [I+].C[NH+](C)C